C(C1=CC=CC=C1)N1CCNC(CC1)=O N-benzyl-homopiperazine-5-one